C(C1=CC=CC=C1)NC(C(C(C)(C)S)NC(=O)C1=CC(=CC(=C1)C(=O)NC(C(NCC1=CC=CC=C1)=O)C(C)(S)C)C(=O)NC(C(NCC1=CC=CC=C1)=O)C(C)(S)C)=O N1,N3,N5-tris(1-(benzylamino)-3-mercapto-3-methyl-1-oxobutan-2-yl)benzene-1,3,5-tricarboxamide